5H,6H,7H-pyrrolo[2,3-d]pyrimidin-6-one N1=CN=CC2=C1NC(C2)=O